C1(=CC=CC=C1)C1=NC(=NC(=N1)C1=CC=CC=C1)C=1C(=C(C(=C(C1C1=NC(=CC=C1)C)N1C2=C(C=3C=CC=CC13)C=NC=C2)N2C1=C(C=3C=CC=CC23)C=NC=C1)N1C2=C(C=3C=CC=CC13)C=NC=C2)N2C1=C(C=3C=CC=CC23)C=NC=C1 5,5',5'',5'''-(5-(4,6-diphenyl-1,3,5-triazin-2-yl)-6-(6-methylpyridin-2-yl)benzene-1,2,3,4-tetrayl)tetrakis(5H-pyrido[4,3-b]indole)